[(5R)-7-oxo-3-(triazol-1-yl)-1,6-diazabicyclo[3.2.1]oct-3-en-6-yl]-sulfat O=C1N([C@@H]2C=C(CN1C2)N2N=NC=C2)OS(=O)(=O)[O-]